(R)-1-(4-methyl-5-(8-(methylamino)imidazo[1,2-a][1,6]naphthyridin-4-yl)pyridin-2-yl)propan-1-ol CC1=CC(=NC=C1C=1C=2N(C3=CC(=NC=C3C1)NC)C=CN2)[C@@H](CC)O